3β-(hydroxy)-17-(1H-benzimidazole-1-yl)androsta-5,16-diene O[C@@H]1CC2=CC[C@H]3[C@@H]4CC=C([C@@]4(C)CC[C@@H]3[C@]2(CC1)C)N1C=NC2=C1C=CC=C2